ethyl-(naphthalen-2-ylthio)carbamic acid C(C)N(C(O)=O)SC1=CC2=CC=CC=C2C=C1